N-(2-methoxy-5-methyl-phenyl)acetamide COC1=C(C=C(C=C1)C)NC(C)=O